5-((2-amino-5-fluorophenyl)amino)picolinic acid methyl ester COC(C1=NC=C(C=C1)NC1=C(C=CC(=C1)F)N)=O